ClC1=CC(=C(C=C1)C1=NC(=NC2=C1N=C(N(C2=O)C)C)N2CC(OCC2)C=2C=NN(C2)C)F 8-(4-Chloro-2-fluorophenyl)-2,3-dimethyl-6-(2-(1-methyl-1H-pyrazol-4-yl)morpholino)pyrimido[5,4-d]pyrimidin-4(3H)-one